FC(OC=1C=C(C=NC1OC)C1=CC=2N(C=C1)N=C(C2)NC(=O)N[C@@H](CO)CC2=CC=CC=C2)F (R)-1-(5-(5-(difluoromethoxy)-6-methoxypyridin-3-yl)pyrazolo[1,5-A]pyridin-2-yl)-3-(1-hydroxy-3-phenylpropan-2-yl)urea